BrC=1C=C2C=CC(=CC2=CC1)C(=O)NCCN1CCN(CC1)C1=C(C(=CC=C1)Cl)Cl 6-bromo-N-(2-(4-(2,3-dichlorophenyl)piperazin-1-yl)ethyl)-2-naphthamide